C(C)(C)(C)C(C(C(O)(C1=C(C=CC=C1)C(C)(C)C)C1=C(C=CC=C1)C(C)(C)C)(C(O)C1=CC=CC=C1)C(O)C(C)(C)C)O ditertiarybutyl-phenyl-bis(tert-butylphenyl)pentaerythritol